CN1C[C@@H](CC1)N (3R)-1-methyl-3-aminopyrrolidine